N1,N2-dineopentyl-4-nitrobenzene-1,2-diamine C(C(C)(C)C)NC=1C(=CC(=CC1)[N+](=O)[O-])NCC(C)(C)C